COC(=O)[C@H]1N(C[C@H](C1)N(C(C(C)(C)C)=O)C1CCC(CC1)C)C(=O)OC(C)(C)C (2S,4S)-4-(N-((1s,4R)-4-methylcyclohexyl)trimethylacetamido)pyrrolidine-1,2-dicarboxylic acid 1-(tert-butyl) 2-methyl ester